C=1N=CN2C1C1=CC=CC=C1[C@@H]2[C@@H]2[C@@H](C=1C(=NON1)CC2)O (4S,5R)-5-((S)-5H-Imidazo[5,1-a]isoindol-5-yl)-4,5,6,7-tetrahydrobenzo[c][1,2,5]oxadiazol-4-ol